1-(4-bromophenyl)-N-(4-(4-morpholino-7-((2-(trimethylsilyl)ethoxy)methyl)-7H-pyrrolo[2,3-d]pyrimidin-6-yl)phenyl)methanesulfonamide BrC1=CC=C(C=C1)CS(=O)(=O)NC1=CC=C(C=C1)C1=CC2=C(N=CN=C2N2CCOCC2)N1COCC[Si](C)(C)C